3-tert-butyl-N-{4-[2-(4-chloro-3-fluorophenoxy)acetylamino]-3-hydroxybicyclo[2.2.2]octan-1-yl}-1,2-oxazole-5-carboxamide C(C)(C)(C)C1=NOC(=C1)C(=O)NC12CC(C(CC1)(CC2)NC(COC2=CC(=C(C=C2)Cl)F)=O)O